N-(ethoxycarbonyl)-N-isopropylalanine ethyl ester C(C)OC([C@@H](N(C(C)C)C(=O)OCC)C)=O